(3-bromothiophen-2-yl)methanone BrC1=C(SC=C1)C=O